5-bromo-1-(4,4-difluorocyclohexyl)-3,3-dimethyl-2,3-dihydro-1H-pyrrolo[3,2-b]pyridine BrC1=CC=C2C(=N1)C(CN2C2CCC(CC2)(F)F)(C)C